4-((Trans)-4-(4-amino-5-(2-fluoro-4-phenoxyphenyl)imidazo[5,1-f][1,2,4]triazin-7-yl)cyclohexyl)-2-methylpiperazine-1-carboxylic acid (S)-tert-butyl ester C(C)(C)(C)OC(=O)N1C(CN(CC1)[C@@H]1CC[C@H](CC1)C1=NC(=C2C(=NC=NN21)N)C2=C(C=C(C=C2)OC2=CC=CC=C2)F)C